C(CCCCCCC)C(CCCO)(CCCCCCCC)O 4-octyl-dodecane-1,4-diol